3-(2-(4-(((benzyloxy)carbonyl)amino)piperazin-1-yl)ethoxy)propanoic acid C(C1=CC=CC=C1)OC(=O)NN1CCN(CC1)CCOCCC(=O)O